C(C)OC([C@@H](NC(\C=C\C1=CC(O)=C(OC)C=C1)=O)C(C)C)=O isoferuloyl-L-valine ethyl ester